3-(7-Bromo-2-chloro-8-fluoroquinazolin-4-yl)-3,8-diazabicyclo[3.2.1]octane-8-carboxylic acid tert-butyl ester C(C)(C)(C)OC(=O)N1C2CN(CC1CC2)C2=NC(=NC1=C(C(=CC=C21)Br)F)Cl